bis-(2-ethylhexyl)-p-tolyl phosphate P(=O)(OC1=C(C(=C(C=C1)C)CC(CCCC)CC)CC(CCCC)CC)([O-])[O-]